5-[5-(5-Chloro-thiophen-2-yl)-2-isopropyl-4-methoxy-benzyl]-pyrimidine-2,4-diamine ClC1=CC=C(S1)C=1C(=CC(=C(CC=2C(=NC(=NC2)N)N)C1)C(C)C)OC